CSCC1OC(=C(C1)S(=O)(=O)C1=C(C=CC=C1)Cl)C1=CC=CC=C1 2-((methylthio)methyl)-5-phenyl-4-(2-chlorophenyl)sulfonyl-2,3-dihydrofuran